C[SiH](O[C@@]1(C[C@H](O)[C@@H](CO)O1)N1C(=O)N=C(N)N=C1)C dimethylsilyloxy-5-aza-2'-deoxycytidine